N-(4-Amino-2-tetrahydropyran-2-yl-pyrazolo[4,3-c]pyridin-7-yl)-2-oxo-2-[rac-(2R,5R)-5-methyl-2-(2-methylpyrazol-3-yl)-1-piperidyl]acetamide NC1=NC=C(C=2C1=CN(N2)C2OCCCC2)NC(C(N2[C@H](CC[C@H](C2)C)C=2N(N=CC2)C)=O)=O |r|